CC1=NC(=CC(=C1)C=1NC2=CC=C(C=C2C1C(C)C)C1CCN(CC1)CCOC)C 2-(2,6-dimethylpyridin-4-yl)-3-isopropyl-5-(1-(2-methoxyethyl)piperidin-4-yl)-1H-indole